FC1(CCC(CC1)[C@@H](C(=O)N)NC(=O)C=1N(N=CC1)CC)F (2S)-2-(4,4-difluorocyclohexyl)-2-[(2-ethylpyrazol-3-yl)formamido]acetamide